tert-butyl (S)-3-(4-(1-(3-((tert-butoxycarbonyl)amino)propyl)-1H-pyrazol-4-yl)-3-fluorophenoxy)-2-((1,3-dioxoisoindolin-2-yl)oxy)propanoate C(C)(C)(C)OC(=O)NCCCN1N=CC(=C1)C1=C(C=C(OC[C@@H](C(=O)OC(C)(C)C)ON2C(C3=CC=CC=C3C2=O)=O)C=C1)F